(E)-2-((R)-1,2-dimethylpyrrolidin-2-yl)-N-((2-hydroxy-1,2,3,5,6,7-hexahydro-s-indacen-4-yl)carbamoyl)ethene-1-sulfonamide CN1[C@@](CCC1)(C)/C=C/S(=O)(=O)NC(NC1=C2CC(CC2=CC=2CCCC12)O)=O